((1R,5S,6s)-6-((4-(1-aminocyclobutyl)-6-(4-fluorophenyl)pyridin-2-yl)oxy)-3-azabicyclo[3.1.0]hexan-3-yl)(1-methyl-3-(thiazol-4-yl)-1H-pyrazol-5-yl)methanone NC1(CCC1)C1=CC(=NC(=C1)C1=CC=C(C=C1)F)OC1[C@@H]2CN(C[C@H]12)C(=O)C1=CC(=NN1C)C=1N=CSC1